C1(=CC=C(C=C1)C=1C(=C2C(=NC1)NC(=N2)OC2C(C1C(O2)CCO1)O)Cl)C1=CC=CC=C1 (6-([1,1'-biphenyl]-4-yl)-7-chloro-3H-imidazo[4,5-b]pyridin-2-yloxy)hexahydrofuro[3,2-b]furan-3-ol